C1(CCC1)OC=1C(=CC=2C(N1)=NN(C2)C21COC(CC2)(C1)C)C(=O)NC=1C(N(C=CC1)C1CC1)=O 6-cyclobutoxy-N-(1-cyclopropyl-2-oxo-1,2-dihydropyridin-3-yl)-2-(1-methyl-2-oxabicyclo[2.2.1]heptan-4-yl)-2H-pyrazolo[3,4-b]pyridine-5-carboxamide